C[C@@]12C(CC[C@H]1[C@@H]1CCC3CC(CC[C@]3(C)[C@H]1CC2)=O)=O androstandione